tert-butyl-(2-morpholinoethyl)glycine C(C)(C)(C)N(CC(=O)O)CCN1CCOCC1